FC(C=1C=C(COC2=CC=C3CCN(CC3=C2)C(C=C)=O)C=CC1)(F)F 1-(7-((3-(trifluoromethyl)benzyl)oxy)-3,4-dihydroisoquinolin-2(1H)-yl)prop-2-en-1-one